C(C)OC=1N=NC=CC1C=1C=C(C2=C(N1)N(N=C2C(C)C)C)NCC2=NN(C=N2)C 6-(3-ethoxypyridazin-4-yl)-3-isopropyl-1-methyl-N-[(1-methyl-1,2,4-triazol-3-yl)methyl]pyrazolo[3,4-b]pyridin-4-amine